C12CN(CC(O1)C2)C2=CC(=C1C(=NC=NC1=C2)NC=2C=C1C=CC=NC1=CC2)O[C@@H](CN(C)C)C 7-(6-oxa-3-azabicyclo[3.1.1]heptan-3-yl)-5-(((R)-1-(dimethylamino)propan-2-yl)oxy)-N-(quinolin-6-yl)quinazolin-4-amine